tert-Butyl 6-chloro-1-(2-[4-(dimethoxymethyl)piperidin-1-yl]ethyl)-3-(3-[(6-fluoronaphthalen-1-yl)oxy]propyl)-7-(1,3,5-trimethyl-1H-pyrazol-4-yl)-1H-indole-2-carboxylate ClC1=CC=C2C(=C(N(C2=C1C=1C(=NN(C1C)C)C)CCN1CCC(CC1)C(OC)OC)C(=O)OC(C)(C)C)CCCOC1=CC=CC2=CC(=CC=C12)F